3-((4-(((1-(4-(1-acetyl-4-((4-chlorophenyl)amino)-2-methyl-1,2,3,4-tetrahydroquinolin-6-yl)phenyl)piperidin-4-yl)(methyl)amino)methyl)phenyl)amino)piperidine-2,6-dione C(C)(=O)N1C(CC(C2=CC(=CC=C12)C1=CC=C(C=C1)N1CCC(CC1)N(C)CC1=CC=C(C=C1)NC1C(NC(CC1)=O)=O)NC1=CC=C(C=C1)Cl)C